1-[4-methylthiophenyl]-3-[3,5-dimethyl-4-tertbutyloxycarbonyldimethylmethyloxyphenyl]prop-2-en-1-one CSC1=CC=C(C=C1)C(C=CC1=C(C(=C(C(=C1)C)C(=O)OC(C)(C)C)C)OC(C)C)=O